NCCCC=1N=NN(C1)C(C)C=1C=CC=C2C(=C(NC12)C(=O)O)C1=CC(=C(C=C1)CS(=O)(=O)C)Cl 7-{1-[4-(3-aminopropyl)-1H-1,2,3-triazol-1-yl]ethyl}-3-[3-chloro-4-(methanesulfonylmethyl)phenyl]-1H-indole-2-carboxylic acid